FC1(CNCC1)F 3,3-difluoropyrrolidin